N[C@H]1[C@H](N(CC1)C1=NC=2C(=C(C3=C(C2C=N1)COC3)C3=NC=C(C1=C3C(=C(S1)NC(OC(C)(C)C)=O)C#N)F)F)C tert-Butyl (4-(3-((2R,3R)-3-amino-2-methylpyrrolidin-1-yl)-5-fluoro-7,9-dihydrofuro[3,4-f]quinazolin-6-yl)-3-cyano-7-fluorothieno[3,2-c]pyridin-2-yl)carbamate